CC1=CC2=C(N=C(N2)CCCCC)C=C1 5-methylbenzimidazolylpentan